{3-[biphenyl-4-yl-(cyclopropylmethyl-amino)-methyl]-phenyl}-amide C1(=CC=C(C=C1)C(C=1C=C(C=CC1)[NH-])NCC1CC1)C1=CC=CC=C1